C12(CC3CC(CC(C1)C3)C2)NCCCCCNC=2C=C3C(N(C(C3=CC2)=O)C2C(NC(CC2)=O)=O)=O 5-((5-((adamantan-1-yl)amino)pentyl)amino)-2-(2,6-dioxopiperidin-3-yl)isoindoline-1,3-dione